4-(1-methyl-1H-pyrrolo[2,3-b]pyridin-4-yl)-7-((5-(1-methyl-2-oxopiperidin-4-yl)pyridin-2-yl)amino)isoindolin-1-one CN1C=CC=2C1=NC=CC2C2=C1CNC(C1=C(C=C2)NC2=NC=C(C=C2)C2CC(N(CC2)C)=O)=O